N[C@@H](C1=C(C=C(C(=C1)Cl)Cl)O)C1CCN(CC1)C(=O)C1CC(C1)(C)O 2-[(R)-amino[1-(3-hydroxy-3-methylcyclobutanecarbonyl)piperidin-4-yl]methyl]-4,5-dichlorophenol